FC1=C(C(=O)NCC23CCC(CC2)(CC3)C=3N=C2N(C=CC(=C2)C=2C=NC(=NC2)N2CCNCC2)C3)C=C(C(=C1F)OCC1=CC=C(C=C1)OC)F 2,3,5-trifluoro-4-[(4-methoxyphenyl)methoxy]-N-[(4-{7-[2-(piperazin-1-yl)pyrimidin-5-yl]imidazo[1,2-a]pyridin-2-yl}bicyclo[2.2.2]octan-1-yl)methyl]benzamide